5-bromo-1-(3-fluoro-4-methylbenzyl)-2-oxo-8-(trifluoromethyl)-2,3-dihydro-1H-benzo[b]azepine-4-carbaldehyde BrC=1C2=C(N(C(CC1C=O)=O)CC1=CC(=C(C=C1)C)F)C=C(C=C2)C(F)(F)F